2-methyl-3-phenyl-N-(quinolin-8-yl)propionamide CC(C(=O)NC=1C=CC=C2C=CC=NC12)CC1=CC=CC=C1